FC(CN1N=CC(=C1)C1=NC(=NC=C1C(F)(F)F)N[C@H]1C[C@H](CCC1)N1C=NC=2C1=NC=C(C2)C(=C)C)F 4-(1-(2,2-difluoroethyl)-1H-pyrazol-4-yl)-N-((1R,3S)-3-(6-(prop-1-en-2-yl)-3H-imidazo[4,5-b]pyridin-3-yl)cyclohexyl)-5-(trifluoromethyl)pyrimidin-2-amine